NCCNC(C1=C(C=CC(=C1)CC1=NNC(C2=CC=CC=C12)=O)F)=O N-(2-aminoethyl)-2-fluoro-5-[(4-oxo-3,4-dihydrophthalazin-1-yl)methyl]benzamide